C1COCCN1CCCS(=O)(=O)O 3-(N-morpholino)propanesulphonic acid